[N+](=O)([O-])C1=CC2=CN(N=C2C=C1C(=O)OCC)C1CCC(CC1)COC(C(F)(F)F)=O Ethyl 5-nitro-2-((1r,4r)-4-((2,2,2-trifluoroacetoxy)methyl)cyclohexyl)-2H-indazole-6-carboxylate